tert-butyl 4-((5-chloro-7-(4,4,5,5-tetramethyl-1,3,2-dioxaborolan-2-yl)-1H-indol-1-yl)methyl)-4-fluoropiperidine-1-carboxylate ClC=1C=C2C=CN(C2=C(C1)B1OC(C(O1)(C)C)(C)C)CC1(CCN(CC1)C(=O)OC(C)(C)C)F